COC=1C=CC=NC1N1CCOCC1 5-methoxy-6-(morpholin-4-yl)pyridin